2-methyl-4-methylol-1,3-dioxolane CC1OCC(O1)CO